6-chloro-2-(trifluoromethyl)pyridine-3-carboxylic acid methyl ester COC(=O)C=1C(=NC(=CC1)Cl)C(F)(F)F